[Si](C)(C)(C(C)(C)C)OC[C@@H]1[C@@H]([C@@H](CCC1)C1=CC=C(C=C1)NC)C(=O)OCC1=CC=CC=C1 benzyl (1R,2S,6R)-2-(((tert-butyldimethylsilyl)oxy)methyl)-6-(4-(methylamino)phenyl)cyclohexane-1-carboxylate